1-((3-chloro-1H-pyrrolo[2,3-b]pyridin-4-yl)methyl)-3-(4-methoxy-3-(pentyloxy)phenyl)tetrahydropyrimidin-2(1H)-one ClC1=CNC2=NC=CC(=C21)CN2C(N(CCC2)C2=CC(=C(C=C2)OC)OCCCCC)=O